C1(CC1)CN1[C@H]2[C@@]3(CC[C@H]([C@H]4[C@@]3(C=3C(=C(C=CC3C2)O)O4)CC1)N(C(\C=C\C1=COC=C1)=O)C)O (2E)-N-[(5α,6β)-17-(cyclopropylmethyl)-3,14-dihydroxy-4,5-epoxymorphinan-6-yl]-3-(3-furanyl)-N-methylacrylamide